OC=1C(=CC2=C(N(C([C@H]3N(C2=O)CCCC3)O)C(=O)OCC=C)C1)OC allyl (6aS)-3,6-dihydroxy-2-methoxy-12-oxo-6,6a,7,8,9,10-hexahydro-benzo[e]pyrido[1,2-a][1,4]diazepine-5(12H)-carboxylate